4-((3r,4r)-3-ethoxy-4-(3-(trifluoromethyl)phenoxy)piperidin-1-yl)-1-methyl-2-oxo-1,2-dihydropyrido[3,2-d]pyrimidine-6-carbonitrile C(C)O[C@@H]1CN(CC[C@H]1OC1=CC(=CC=C1)C(F)(F)F)C=1C2=C(N(C(N1)=O)C)C=CC(=N2)C#N